Pyridazine hydrochloride Cl.N1=NC=CC=C1